ClC=1C=C(C=CC1OC)N1C(=NC2=C1C=C(C=C2)C2=CC(=CC(=C2)OC)OC)C#C[Si](C(C)C)(C(C)C)C(C)C 1-(3-chloro-4-methoxyphenyl)-6-(3,5-dimethoxyphenyl)-2-((triisopropylsilyl)ethynyl)-1H-benzo[d]imidazole